aluminum tri(9-decenoate) C(CCCCCCCC=C)(=O)[O-].C(CCCCCCCC=C)(=O)[O-].C(CCCCCCCC=C)(=O)[O-].[Al+3]